(S)-N-(3-((3-aminopiperidin-1-yl)methyl)-5-(4-methyl-1H-imidazol-1-yl)phenyl)-[2,4'-bipyridine]-2'-carboxamide N[C@@H]1CN(CCC1)CC=1C=C(C=C(C1)N1C=NC(=C1)C)NC(=O)C1=NC=CC(=C1)C1=NC=CC=C1